C(CCC)C1=NN(C(=C1O)C(C)CC)C(C)C 3-n-butyl-5-sec-butyl-4-hydroxy-1-isopropyl-pyrazole